3-isopropyl-1H-pyrrolo[2,3-b]pyridin C(C)(C)C1=CNC2=NC=CC=C21